FC(CN(C(NC1=CC(=C(C(=O)O)C=C1F)O[C@H](C(F)(F)F)C)=O)CC)F (S)-4-(3-(2,2-difluoroethyl)-3-ethylureido)-5-fluoro-2-((1,1,1-trifluoropropan-2-yl)oxy)benzoic acid